COC=1C=CC2=C(OCCCN2C)C1 8-methoxy-5-methyl-2,3,4,5-tetrahydrobenzo[b][1,4]oxazepine